4'-((4-(morpholine-4-carbonyl)pyridine-2,6-diyl)bis(1H-1,2,3-triazole-4,1-diyl))bis(2-hydroxybenzoic acid) N1(CCOCC1)C(=O)C1=CC(=NC(=C1)C=1N=NN(C1)C=1C(=C(C(=O)O)C=CC1)O)C=1N=NN(C1)C=1C(=C(C(=O)O)C=CC1)O